tert-butyl 3-(5-hydroxy-4-(isoxazol-4-ylcarbamoyl)-1-methyl-6-oxo-1,6-dihydropyrimidin-2-yl)piperidine-1-carboxylate OC1=C(N=C(N(C1=O)C)C1CN(CCC1)C(=O)OC(C)(C)C)C(NC=1C=NOC1)=O